2-(cyclobutylmethyl)-N-(4-(methylsulfonyl)but-3-en-2-yl)-4-phenoxypyrimidine-5-carboxamide C1(CCC1)CC1=NC=C(C(=N1)OC1=CC=CC=C1)C(=O)NC(C)C=CS(=O)(=O)C